BrC1=CC=C(C=C1C1=CC=CC=C1)N 6-bromo-(1,1'-biphenyl)-3-amine